bis(2-(9,9-diethyl-fluoren-2-yl)-1-phenyl-1H-benzo[d]imidazole) iridium (III) [Ir+3].C(C)C1(C2=CC=CC=C2C=2C=CC(=CC12)C1=NC2=C(N1C1=CC=CC=C1)C=CC=C2)CC.C(C)C2(C1=CC=CC=C1C=1C=CC(=CC21)C2=NC1=C(N2C2=CC=CC=C2)C=CC=C1)CC